C(C(=C)C)(=O)O.C(C)N1C(=NC(C=C1)=O)NC(=O)N ethyl-2-ureido-4[1H]-pyrimidinone methacrylate